C(C)(C)(C)OC(=O)N1C(CNCC1)C1=CC(=CC=C1)CN1C(=NC2=C1C=CC=C2)C=2OC=CC2 (3-((2-(2-furyl)-1H-benzimidazol-1-yl)methyl)phenyl)piperazine-1-carboxylic acid tert-butyl ester